dimethylsilylenebis(2-methyl-4-p-tert-butylphenylindenyl)zirconium dichloride [Cl-].[Cl-].C[Si](=[Zr+2](C1C(=CC2=C(C=CC=C12)C1=CC=C(C=C1)C(C)(C)C)C)C1C(=CC2=C(C=CC=C12)C1=CC=C(C=C1)C(C)(C)C)C)C